The molecule is a trihydroxyanthraquinone that is 1,3,7-trihydroxy-9,10-anthraquinone which is by methoxy groups at positions 2 and 8, and by a methyl group at position 6. CC1=CC2=C(C(=C1O)OC)C(=O)C3=C(C(=C(C=C3C2=O)O)OC)O